t-butyl ((2S)-1-((5'S)-5'-carbamoyl-2-oxo-1,5-dihydro-2H-spiro[benzo[e][1,4]oxazepine-3,3'-pyrrolidin]-1'-yl)-4-methyl-1-oxopentan-2-yl)(methyl)carbamate C(N)(=O)[C@@H]1CC2(CN1C([C@H](CC(C)C)N(C(OC(C)(C)C)=O)C)=O)OCC1=C(NC2=O)C=CC=C1